CC1(OB(OC1(C)C)C=1C=CC=2N(C1)C=NC2)C 6-(4,4,5,5-tetramethyl-1,3,2-dioxaborolan-2-yl)imidazo[1,5-a]pyridine